(R)-4-fluoro-3-(2-methylmorpholino)aniline FC1=C(C=C(N)C=C1)N1C[C@H](OCC1)C